p-methylbenzylphosphonic acid CC1=CC=C(CP(O)(O)=O)C=C1